C1CCC(=O)C(=NO)C1 CYCLOHEXANEDIONE OXIME